Cl.Cl.Cl.Cl.N[C@@H]1C[C@H](CC1)NC1=CC=C(C=N1)N1C(C(=CC=C1)C#N)=O 6'-(((1S,3S)-3-aminocyclopentyl)amino)-2-oxo-2H-[1,3'-bipyridine]-3-carbonitrile 4HCl